ClC=1C=CC(=C(C1)B(O)O)C#N 5-CHLORO-2-CYANOPHENYLBORONIC ACID